COC(=O)C1(CCCCC1)CCBr 1-(2-bromoethyl)cyclohexane-1-carboxylic acid methyl ester